FC=1C(=NC=CC1)C1=C(C=NC=C1)N 3-fluoro-[2,4'-bipyridin]-3'-amine